5-cyano-N-(12-hydroxydodecyl)thiophene-2-carboxamide C(#N)C1=CC=C(S1)C(=O)NCCCCCCCCCCCCO